O[C@@H](C(=O)O)[C@H](C(=O)O)O.COC1=C(C=CC(=C1)C1=NC=CN=C1)C1=CN=C(O1)[C@H](CCCCCC(CC)=O)NC(=O)C1=NOC2(C1)CCN(CC2)C (S)-N-(1-(5-(2-methoxy-4-(pyrazin-2-yl)phenyl)oxazol-2-yl)-7-oxononyl)-8-methyl-1-oxa-2,8-diazaspiro[4.5]dec-2-ene-3-carboxamide (2R,3R)-2,3-dihydroxysuccinate